O1C(=O)C(=CC2=CC=CC=C12)C=O coumarinaldehyde